C(CCCC)C1N(C1CCCCC)C(C(=O)O)C.FC=1C=C(C=CC1C=1C=NC(=CC1)C=1N=NN(N1)C)N1C(O[C@H](C1)CO)=O (R)-3-(3-fluoro-4-(6-(2-methyl-2H-tetrazol-5-yl)pyridin-3-yl)phenyl)-5-(hydroxymethyl)oxazolidin-2-one [2,3-diamyl-(1-aziridinyl)]propionate